2-fluoro-5-{[3-(1H-1,2,3-triazol-5-ylcarbonyl)-3,8-diazabicyclo[3.2.1]oct-8-yl]sulfonyl}benzonitrile FC1=C(C#N)C=C(C=C1)S(=O)(=O)N1C2CN(CC1CC2)C(=O)C2=CN=NN2